CN(C)CC1CN(CCC1(O)C=1C=C(C(=O)N)C=CC1)CCC1=CC=C(C=C1)OC syn-3-(3-((Dimethylamino)methyl)-4-hydroxy-1-(4-methoxyphenethyl)piperidin-4-yl)benzamid